[2,2-bis[(3-mercaptopropoxy)methyl]-1,3-propanediyl]bis-1-propanethiol SCCCOCC(CCCCS)(CCCCS)COCCCS